N-[5-cyclopropyl-1-(8-fluoroquinolin-5-yl)piperidin-3-yl]-2-(morpholin-4-yl)acetamide C1(CC1)C1CC(CN(C1)C1=C2C=CC=NC2=C(C=C1)F)NC(CN1CCOCC1)=O